(6S,7S)-6-(4-chloro-2,6-difluorophenyl)-7-cyclopropylmethyl-8-methyl-6,7,8,9-tetrahydro-3H-pyrazolo[3,4-H]Isoquinoline ClC1=CC(=C(C(=C1)F)[C@H]1[C@@H](N(CC=2C3=C(C=CC12)NN=C3)C)CC3CC3)F